sulfonium (Sulfonium) salt [SH3+].[SH3+]